C(C1=CC=CC=C1)OC(NCC=1NC(=CN1)C1=CC=C(C=C1)C(F)(F)F)=O ({5-[4-(Trifluoromethyl)phenyl]-1H-imidazol-2-yl}methyl)carbamic acid benzyl ester